((3aR,4R,6R,6aR)-6-(4-aminopyrrolo[2,1-f][1,2,4]triazin-7-yl)-6-cyano-2,2-dimethyltetrahydrofuro[3,4-d][1,3]dioxol-4-yl)methyl (tert-butoxycarbonyl)-L-phenylalaninate C(C)(C)(C)OC(=O)N[C@@H](CC1=CC=CC=C1)C(=O)OC[C@H]1O[C@@]([C@@H]2OC(O[C@@H]21)(C)C)(C#N)C2=CC=C1C(=NC=NN12)N